C1(CC1)C1=C(C=CC=C1)C=1NC2=CC=C(C=C2C1C)CNC(=O)C=1C(=NC=NC1)C N-[[2-(2-cyclopropylphenyl)-3-methyl-1H-indol-5-yl]methyl]-4-methyl-pyrimidine-5-carboxamide